NC=1C=2N(C(=CN1)C1=CC=NC=C1)N=CC2C2=CC(=C(C=C2)NS(=O)(=O)C(F)F)O[C@@H](C)C2=CC=C(C=C2)F (S)-N-(4-(4-amino-7-(pyridin-4-yl)pyrazolo[1,5-a]pyrazin-3-yl)-2-(1-(4-fluorophenyl)ethoxy)phenyl)-1,1-difluoromethane-sulfonamide